1-(pyridin-2-ylmethyl)-1H-indole-2-carbaldehyde N1=C(C=CC=C1)CN1C(=CC2=CC=CC=C12)C=O